CN(C1=CC=C(C=C1)C1=CC=C(C=N1)C(=O)NC=1C=NC=CC1)C(CC)=O 6-[4-[methyl-(propionyl)amino]phenyl]-N-(3-pyridyl)pyridine-3-carboxamide